CC(CCCC(C)CCC=C(C)C)CCC/C(=C/COP(=O)(O)OP(=O)(O)O)/C Tetrahydrogeranylgeranyl diphosphate